(1-((hydroxy)benzylamino)isobutyl)diphenylphosphine oxide ON(C(C(C)C)P(C1=CC=CC=C1)(C1=CC=CC=C1)=O)CC1=CC=CC=C1